BrC=1C=C(C(=NC1)C=O)C(F)(F)F 5-bromo-3-(trifluoromethyl)pyridinecarboxaldehyde